ClC1=C(C=CC=C1C1=C(C(=NC=C1)C1=CC(=C(C=C1)CNC1CCC(CC1)O)OC)Cl)C1=CC=C(C(=N1)OC)CNC1CCC(CC1)O (1r,4r)-4-(((6-(2-chloro-3-(3-chloro-2-(4-((((1s,4s)-4-hydroxycyclohexyl)amino)methyl)-3-methoxyphenyl)pyridin-4-yl)phenyl)-2-methoxypyridin-3-yl)methyl)amino)cyclohexan-1-ol